1,2-bis(isocyanatomethyl)cyclobutane N(=C=O)CC1C(CC1)CN=C=O